CC1=CC(=NC(=C1)OC1COC1)N1CC2(C=3C=NC(=CC31)NC(C)=O)CC2 N-(1'-(4-methyl-6-(oxetan-3-yloxy)pyridin-2-yl)-1',2'-dihydrospiro[cyclopropane-1,3'-pyrrolo[3,2-c]pyridin]-6'-yl)acetamide